1-(4-bromophenyl)-N-[3-(1,1-difluoroethyl)phenyl]-3-methyl-5-oxo-4H-pyrazole-4-carboxamide BrC1=CC=C(C=C1)N1N=C(C(C1=O)C(=O)NC1=CC(=CC=C1)C(C)(F)F)C